O=C1NC(CCC1N1C(C2=CC=C(C=C2C1=O)NC(C(=O)O)CCCCCC)=O)=O ((2-(2,6-Dioxopiperidin-3-yl)-1,3-dioxoisoindolin-5-yl)amino)octanoic acid